BrC=1C=C2C=C(N=NC2=C(C1)OC(F)(F)F)C 6-bromo-3-methyl-8-(trifluoromethoxy)cinnoline